N-(6-((5-bromo-2-((5-bromo-2-methoxy-4-(4-morpholinopiperidin-1-yl)phenyl)amino)pyrimidine-4-yl)amino)-2,3-dihydrobenzofuran-5-yl)methanesulfonamide BrC=1C(=NC(=NC1)NC1=C(C=C(C(=C1)Br)N1CCC(CC1)N1CCOCC1)OC)NC1=CC2=C(CCO2)C=C1NS(=O)(=O)C